C(#N)C1=C(C=CC=C1)[C@H]([C@H](C)C=1N(C(C(=C(N1)C(=O)NC=1C=NOC1)O)=O)C)C=1C=NN(C1)CCO 2-((1s,2s)-1-(2-cyanophenyl)-1-(1-(2-hydroxyethyl)-1H-pyrazol-4-yl)propan-2-yl)-5-hydroxy-N-(isoxazol-4-yl)-1-methyl-6-oxo-1,6-dihydropyrimidine-4-carboxamide